C1(CCCCCCC1)C(C(NC1=CC=C2C(=N1)NC(C21CCOCC1)=O)=O)NC(=O)C=1N(N=CC1)C N-{1-cyclooctyl-2-oxo-2-[(2-oxospiro[1H-pyrrolo[2,3-b]pyridin-3,4'-tetrahydropyran]-6-yl)amino]ethyl}-2-methylpyrazole-3-carboxamide